[Ru]=O.[W] tungsten-ruthenium oxide